C(C)(C)(C)C1=CC2(C(C(=NO2)C2=CC=C(C=C2)CC)C2=CC=CC=C2)C=C(C1=O)C(C)(C)C 7,9-di-tert-butyl-3-(4-ethylphenyl)-4-phenyl-1-oxa-2-azaspiro[4.5]deca-2,6,9-trien-8-one